CC1=CC2=C(S1)C=C(C2=O)C 2,5-dimethyl-cyclopenta[2,3-b]Thiophene-4-one